C(=O)O[C@@H]1CC[C@H]2CN(C[C@H]21)C(=O)OC(C)(C)C 2-Methyl-2-propanyl (3aS,4R,6aR)-4-(formyloxy)hexahydrocyclopenta[c]pyrrole-2(1H)-carboxylate